O-(((1s,3s)-3-((tert-butyldimethylsilyl)oxy)cyclobutyl)methyl) hydrazinecarbothioate N(N)C(OCC1CC(C1)O[Si](C)(C)C(C)(C)C)=S